3-(4-((1,2,4,5-tetrazin-3-yl)amino)phenyl)-2-aminopropanoic acid N1=NC(=NN=C1)NC1=CC=C(C=C1)CC(C(=O)O)N